C(C)(C)OC(CC1CCCCC1)=O (1R,4r)-4-(2-isopropoxy-2-oxoethyl)cyclohexane